3-(4-amino-2-(pyridin-2-ylmethyl)-7-(quinolin-6-yl)-2H-[1,2,3]triazolo[4,5-c]pyridin-6-yl)benzonitrile NC1=NC(=C(C=2C1=NN(N2)CC2=NC=CC=C2)C=2C=C1C=CC=NC1=CC2)C=2C=C(C#N)C=CC2